N[C@@H]1[C@H](CN(CC1)C(=O)OC(C)(C)C)F tert-butyl (3s,4s)-4-amino-3-fluoropiperidine-1-carboxylate